1-(1-(1H-Pyrazole-4-carbonyl)piperidin-4-yl)-3-butyl-5-(diaminomethylene)pyrimidine-2,4,6(1H,3H,5H)-trione N1N=CC(=C1)C(=O)N1CCC(CC1)N1C(N(C(C(C1=O)=C(N)N)=O)CCCC)=O